ClC1=C2C(=CN=C1)N(N=C2I)C2COCCC2 4-chloro-3-iodo-1-tetrahydropyran-3-yl-pyrazolo[3,4-c]pyridine